BENZO[CD]AZULENE-1-THIONE C1(C=C2C=3C(C=CC=CC13)=CC=C2)=S